C[C@H]1[C@@](CNC1)(O)C(F)(F)F (trans)-4-methyl-3-(trifluoromethyl)pyrrolidin-3-ol